N-(3-methoxybenzyl)-octadecanoamide COC=1C=C(CNC(CCCCCCCCCCCCCCCCC)=O)C=CC1